dipropylamino[bis-siloxy]silane C(CC)N(CCC)[SiH](O[SiH3])O[SiH3]